fluoro-isoprene FC=CC(C)=C